2-[3-methyl-4-(tetramethyl-1,3,2-dioxaborolan-2-yl)-1H-pyrazol-1-yl]-1,3-thiazole CC1=NN(C=C1B1OC(C(O1)(C)C)(C)C)C=1SC=CN1